N-(1-(6-cyclopropyl-8-(3-methyl-2-oxoimidazolidin-1-yl)imidazo[1,2-a]pyridin-2-yl)ethyl)-2-methylpropane-2-sulfinamide C1(CC1)C=1C=C(C=2N(C1)C=C(N2)C(C)NS(=O)C(C)(C)C)N2C(N(CC2)C)=O